(Z)-(4-(1-(4-(4-(4-(4-(2-(2,6-dioxopiperidin-3-yl)-1-oxoisoindolin-5-yl)piperazin-1-yl)piperidine-1-carbonyl)piperazin-1-yl)phenyl)-2-phenylbut-1-en-1-yl)phenyl)boronic acid O=C1NC(CCC1N1C(C2=CC=C(C=C2C1)N1CCN(CC1)C1CCN(CC1)C(=O)N1CCN(CC1)C1=CC=C(C=C1)\C(=C(\CC)/C1=CC=CC=C1)\C1=CC=C(C=C1)B(O)O)=O)=O